C(C)C(C(=O)[O-])CCCC.C(C)C(C(=O)[O-])CCCC.C(CCC)[Sn+2]CCCC dibutyltin di(ethyl-hexanoate)